6-isobutyl-2-methyl-4-oxo-cyclohex-2-en-1-carboxylic acid ethyl ester C(C)OC(=O)C1C(=CC(CC1CC(C)C)=O)C